OCCN1C(NC(C1)=O)=O 1-(2-hydroxyethyl)-2,4-imidazolinedione